NC([C@@H]1CN(CC1)C([C@@H](CO)O)=O)C1=C(C=C(C(=C1)Cl)Cl)O (2R)-1-[(3S)-3-[amino(4,5-dichloro-2-hydroxyphenyl)methyl]pyrrolidin-1-yl]-2,3-dihydroxypropan-1-one